N[C@@H]1CN(CC1)C1CCC(CC1)NC(OCC1=CC=CC=C1)=O (S)-benzyl (4-(3-aminopyrrolidin-1-yl)cyclohexyl)carbamate